3-(5-amino-2-(2-(chloromethyl)-6-fluorobenzyl)-8-(pyrimidin-4-yl)-[1,2,4]triazolo[1,5-c]pyrimidin-7-yl)benzonitrile NC1=NC(=C(C=2N1N=C(N2)CC2=C(C=CC=C2F)CCl)C2=NC=NC=C2)C=2C=C(C#N)C=CC2